C(=O)C1=C(C=C(C(=O)OC(C)(C)C)C=C1)O tert-butyl 4-formyl-3-hydroxy-benzoate